5-(2-chloro-3,6-difluoro-benzyloxy)-[3,3']bipyridinyl-6,6'-diamine ClC1=C(COC=2C=C(C=NC2N)C=2C=NC(=CC2)N)C(=CC=C1F)F